FC(OC1CC2(C1)C[C@H](N(CC2)CC2=C1C=CNC1=C(C=C2OC)C)C2=CC=C(C(=O)O)C=C2)F 4-((2S,4r,6S)-2-(difluoromethoxy)-7-((5-methoxy-7-methyl-1H-indol-4-yl)methyl)-7-azaspiro[3.5]nonan-6-yl)benzoic acid